(E)-N-[(5-bromo-2-fluorophenyl)(cyclopropyl)methylidene]hydroxylamine BrC=1C=CC(=C(C1)\C(=N\O)\C1CC1)F